tetrachloropyrazole ClC1(CC(N=N1)(Cl)Cl)Cl